3-(2-methoxy-4-methylbenzoyl)nicotinic acid COC1=C(C(=O)C2(C(=O)O)CN=CC=C2)C=CC(=C1)C